(2S)-N-[1-(azetidin-3-yl)-5-methyl-indazol-6-yl]-2-[3-methyl-5-(1-piperidylsulfonyl)indol-1-yl]propanamide N1CC(C1)N1N=CC2=CC(=C(C=C12)NC([C@H](C)N1C=C(C2=CC(=CC=C12)S(=O)(=O)N1CCCCC1)C)=O)C